BrC1=CC=C2C=C(N(C2=C1)C(=O)OC(C)(C)C)CO tert-butyl 6-bromo-2-(hydroxymethyl)indole-1-carboxylate